6-chloro-1-methyl-4-[4-(5-methyl-1,3-benzoxazol-2-yl)piperidin-1-yl]-2-oxo-7-{[(3S)-oxolane-3-yl]methoxy}-1,2-dihydroquinoline-3-carboxamide ClC=1C=C2C(=C(C(N(C2=CC1OC[C@@H]1COCC1)C)=O)C(=O)N)N1CCC(CC1)C=1OC2=C(N1)C=C(C=C2)C